C1(=CC=CC=C1)NCCCCN N-phenylbutane-1,4-diamine